O1-tert-butyl O2-methyl (2R)-4-[(4S)-5-benzyloxy-4-(1,3-dioxoisoindolin-2-yl)-3,3-dimethyl-5-oxo-pentyl]piperazine-1,2-dicarboxylate C(C1=CC=CC=C1)OC([C@H](C(CCN1C[C@@H](N(CC1)C(=O)OC(C)(C)C)C(=O)OC)(C)C)N1C(C2=CC=CC=C2C1=O)=O)=O